ethyl-5-bromo-1H-indole-2-carboxylate C(C)OC(=O)C=1NC2=CC=C(C=C2C1)Br